2-[6-[[(3aR,5s,6aS)-2-(tetra-hydropyran-4-ylmethyl)-3,3a,4,5,6,6a-hexahydro-1H-cyclopenta[c]pyrrol-5-yl]amino]pyridazin-3-yl]-4-fluoro-benzonitrile O1CCC(CC1)CN1C[C@@H]2[C@H](C1)CC(C2)NC2=CC=C(N=N2)C2=C(C#N)C=CC(=C2)F